NC=1C=C(C(=C(C1)NC(C)=O)N(C)CCN(C)C)F N-(5-amino-2-((2-(dimethylamino)ethyl)(methyl)amino)-3-fluorophenyl)acetamide